CO[Si]1(N(CCC1)CCC[Si](OC)(OC)OC)OC 2,2-dimethoxy-1-(3-trimethoxysilylpropyl)-1-Aza-2-silacyclopentane